C(C)(=O)N1[C@H](CN(CC1)C(\C=C/Cl)=O)C=1C=C(C=C(C1)Cl)C1=CC=CC=C1 (S,Z)-1-(4-acetyl-3-(5-chloro-[1,1'-biphenyl]-3-yl)piperazin-1-yl)-3-chloroprop-2-en-1-one